C(C)(C)(C)OC(=O)N1CC=2C(=NN3C2C(N(CC(C3)F)C)=O)C[C@H]1C (3R)-8-fluoro-3,10-dimethyl-11-oxo-1,3,4,7,8,9,10,11-octahydro-2H-pyrido[4',3':3,4]Pyrazolo[1,5-a][1,4]Diazepine-2-carboxylic acid tert-butyl ester